O.[Ru](Cl)(Cl)Cl Ruthenium(III) chloride, monohydrate